FC=1C=C(N)C=CC1OC1=C2C(=NC=C1)C=C(S2)C2=NC=CC=C2 3-fluoro-4-((2-(pyridin-2-yl)thieno[3,2-b]pyridin-7-yl)oxy)aniline